COC(=O)CCCC(C(=C)C(=O)O)C(=O)OC The molecule is a tensyuic acid that is itaconic acid which has been substituted at position 3 by a 3-(methoxycarbonyl)propyl group and in which the non-conjugated carboxy group has been converted to the corresponding methyl ester. The (+)-isomer, isolated from Aspergillus niger FKI-2342. It has a role as an Aspergillus metabolite. It is a tensyuic acid and a methyl ester.